ClC1=CC=C2C(=NN(C2=C1)C=1C=NC=CC1)C(C)N1N=C(C=2C1=NC=NC2N)C2=CSC=C2 (1-(6-chloro-1-(pyridin-3-yl)-1H-indazol-3-yl)ethyl)-3-(thiophen-3-yl)-1H-pyrazolo[3,4-d]pyrimidin-4-amine